3-(Bromomethyl)benzophenone BrCC=1C=C(C(=O)C2=CC=CC=C2)C=CC1